((1Z)-cyclododeca-1,5,9-trien-1-yl)ethan-1-one C\1(=C/CCC=CCCC=CCC1)/C(C)=O